FC(C=1C=CC(=NC1)C1N(CCOC1)C(=O)OC(C)(C)C)(F)F tert-butyl 3-(5-(trifluoromethyl)pyridin-2-yl)morpholine-4-carboxylate